CC=1C=C(C=CC1)C=1C(=C(C(=CC1O)CCCCC)C1=CNC=C1)O 3'-methyl-4-pentyl-3-(1H-pyrrol-3-yl)-[1,1'-biphenyl]-2,6-diol